O=C1NC(CCC1N1C(N(C2=C1C=CC=C2C#CCCC2CCN(CC2)C(=O)OC(C)(C)C)C)=O)=O tert-butyl 4-{4-[1-(2,6-dioxopiperidin-3-yl)-3-methyl-2-oxo-1,3-benzodiazol-4-yl]but-3-yn-1-yl}piperidine-1-carboxylate